glycerol monocitrate C(CC(O)(C(=O)O)CC(=O)O)(=O)O.OCC(O)CO